NC1=C2C(=NC=N1)N(N=C2C2=CC=C(C=C2)OC2=CC=CC=C2)C2CCC(CC2)NC(=O)C2CCN(CC2)NC N-(4-(4-amino-3-(4-phenoxyphenyl)-1H-pyrazolo[3,4-d]pyrimidin-1-yl)cyclohexyl)-1-methylaminopiperidin-4-formamide